(S,E)-4-(2-(1-ethyl-3-(trifluoromethyl)-1H-pyrazol-4-yl)-3-fluorophenyl)-3-methyl-6-(4-(methylamino)but-2-enoyl)-4,5,6,7-tetrahydrothieno[2,3-c]pyridine-2-carbonitrile C(C)N1N=C(C(=C1)C1=C(C=CC=C1F)[C@H]1C2=C(CN(C1)C(\C=C\CNC)=O)SC(=C2C)C#N)C(F)(F)F